m-hydroxyl-N,N-diethylaniline OC=1C=C(N(CC)CC)C=CC1